FC1=C(C=CC=C1)COC1=CC=C(C=C1)[N+](=O)[O-] 1-fluoro-2-(4-nitrophenoxymethyl)benzene